6-((1R,3r,5S,6r)-6-(1-ethyl-3-(pyridin-3-yl)-1H-pyrazol-5-yl)bicyclo[3.1.0]hexan-3-yl)-2-thia-6-azaspiro[3.4]octane 2,2-dioxide C(C)N1N=C(C=C1C1[C@H]2CC(C[C@@H]12)N1CC2(CS(C2)(=O)=O)CC1)C=1C=NC=CC1